BrC=1C=CC=C2N=CC(=NC12)C=1C=NN(C1)C1CCN(CC1)C(CCCC(=O)O)=O 5-(4-(4-(8-bromoquinoxalin-2-yl)-1H-pyrazol-1-yl)piperidin-1-yl)-5-oxopentanoic acid